(Z)-N'-(2-fluoro-2-methyl-propanoyl)-3-(3-(3-(pentafluoro-sulfaneyl)-5-(trifluoromethyl)phenyl)-1H-1,2,4-triazol-1-yl)acrylohydrazide FC(C(=O)NNC(\C=C/N1N=C(N=C1)C1=CC(=CC(=C1)C(F)(F)F)S(F)(F)(F)(F)F)=O)(C)C